(2S)-2-[9H-fluoren-9-ylmethoxycarbonylamino]-3-[3-(trifluoromethoxy)phenyl]propionic acid C1=CC=CC=2C3=CC=CC=C3C(C12)COC(=O)N[C@H](C(=O)O)CC1=CC(=CC=C1)OC(F)(F)F